methyl 4-(5-methoxy-1H-benzo(d)imidazol-6-yl)-6-methylnicotinate COC1=CC2=C(NC=N2)C=C1C1=CC(=NC=C1C(=O)OC)C